C(C)(=O)OC(CC=C)CCCCCCCCC=C tetradeca-1,13-dien-4-yl acetate